1-(4-(aminomethyl)-1-oxo-1,2-dihydrophthalazin-6-yl)-N-((5-phenylpyridin-2-yl)methyl)-N-(5,6,7,8-tetrahydroquinolin-8-yl)cyclopropane-1-carboxamide NCC1=NNC(C2=CC=C(C=C12)C1(CC1)C(=O)N(C1CCCC=2C=CC=NC12)CC1=NC=C(C=C1)C1=CC=CC=C1)=O